2-amino-N-(1,1-dimethylethyl)-5,6a,11,11a-tetrahydro-5,11-dioxo-6H-indeno[1,2-c]isoquinoline-6-acetamide NC=1C=C2C3C(N(C(C2=CC1)=O)CC(=O)NC(C)(C)C)C=1C=CC=CC1C3=O